FC1(CN(CC[C@H]1NC1=NN2C(C(=N1)OC)=C(C=C2)C=2C=CC1=C(N(N=N1)C[C@H](C)F)C2)S(=O)(=O)C)F N-((R)-3,3-difluoro-1-(methylsulfonyl)piperidin-4-yl)-5-(1-((S)-2-fluoropropyl)-1H-benzo[d][1,2,3]triazol-6-yl)-4-methoxypyrrolo[2,1-f][1,2,4]triazin-2-amine